[Nb].[Mo].[O] oxygen molybdenum-niobium